FC1=C(C(=CC(=C1C)OC1=CC2=C(N(C=N2)C)C(=C1)F)OC)NC=1C2=C(N=CN1)C=CC(=N2)N2C[C@H](N(CC2)C(C=C)=O)C (R)-1-(4-(4-((2-fluoro-4-((7-fluoro-1-methyl-1H-benzo[d]imidazol-5-yl)oxy)-6-methoxy-3-methylphenyl)amino)pyrido[3,2-d]pyrimidin-6-yl)-2-methylpiperazin-1-yl)prop-2-en-1-one